ClC1=CC=C(C=C1)C1=NN(CC1C1=CC=CC=C1)C(=NS(=O)(=O)C1=CC=C(C=C1)Cl)N[C@H]1CN(CC1)S(N)(=O)=O 3-(4-chlorophenyl)-N'-((4-chlorophenyl)sulfonyl)-4-phenyl-N-((R)-1-sulfamoylpyrrolidin-3-yl)-4,5-dihydro-1H-pyrazole-1-carboxamidine